2,4-difluoro-N-(5-fluoropyridin-2-yl)-5-(4-methyl-pyridin-3-yl)benzamide FC1=C(C(=O)NC2=NC=C(C=C2)F)C=C(C(=C1)F)C=1C=NC=CC1C